(cis)-3-[6-bromo-4-(trifluoromethyl)-1H-1,3-benzimidazol-2-yl]-1-methylcyclobutanol BrC=1C=C(C2=C(NC(=N2)C2CC(C2)(O)C)C1)C(F)(F)F